FC1=CC=C(OC=2C=C(C(=O)NCC(=O)N3CC4(OCCO4)C[C@H]3C(=O)NCC3=CC=4C=NC=CC4S3)C=CC2)C=C1 (S)-7-((3-(4-fluorophenoxy)benzoyl)glycyl)-N-(thieno[3,2-c]pyridin-2-ylmethyl)-1,4-dioxa-7-azaspiro[4.4]nonane-8-carboxamide